[N+](=O)([O-])C1=CC=C(O1)C(=O)O 5-nitro-2-furoic acid